5-bromo-4-(1-cyclopropyl-1H-indol-3-yl)-N-(2-methoxy-4-((4aR,7aR)-1-methyl-octahydro-6H-pyrrolo[3,4-b]pyridin-6-yl)-5-nitrophenyl)pyrimidin-2-amine BrC=1C(=NC(=NC1)NC1=C(C=C(C(=C1)[N+](=O)[O-])N1C[C@@H]2N(CCC[C@@H]2C1)C)OC)C1=CN(C2=CC=CC=C12)C1CC1